(S)-6-(propylamino)-5,6,7,8-tetrahydronaphthalen-1-yl docosanoate C(CCCCCCCCCCCCCCCCCCCCC)(=O)OC1=CC=CC=2C[C@H](CCC12)NCCC